FC1=CC=C(C=C1)[C@@H](C)NC=1N=CC(=NC1)C=1C=CC2=C(N(C(O2)=O)C)C1 (R)-5-(5-((1-(4-fluorophenyl)ethyl)amino)pyrazin-2-yl)-3-methylbenzo[d]oxazol-2(3H)-one